tert-butyl (2S,6S)-4-{5-chloro-7-[6-(methoxymethoxy)-2,7-dimethylindazol-5-yl]-1,8-naphthyridin-3-yl}-2,6-dimethylpiperazine-1-carboxylate ClC1=C2C=C(C=NC2=NC(=C1)C1=CC2=CN(N=C2C(=C1OCOC)C)C)N1C[C@@H](N([C@H](C1)C)C(=O)OC(C)(C)C)C